CC(CC)C=1C(=C(O)C=CC1C(C)(C)C1=CC=C(C=C1)O)C(C)CC bis-beta-butyl-bisphenol A